O1C(OCCC1)C1=C(C=CC(=C1)OC)C1CN(CC1)C(=O)C1=NC=C(C=C1)F (3-(2-(1,3-dioxan-2-yl)-4-methoxyphenyl)pyrrolidin-1-yl)(5-fluoropyridin-2-yl)methanone